(E)-1,2-bis(1,3-dioxolan-2-yl)ethylene O1C(OCC1)\C=C\C1OCCO1